2-hydroxy-5-(pyrazin-2-yl)benzaldehyde OC1=C(C=O)C=C(C=C1)C1=NC=CN=C1